BrC1=NC=C(C(=C1)C(=O)NC1=NN(C=C1CC1CC1)CC1=CC=C(C=C1)OC)F 2-bromo-N-[4-(cyclopropylmethyl)-1-[(4-methoxyphenyl)methyl]pyrazol-3-yl]-5-fluoropyridine-4-carboxamide